N1[C@@H](CCC1=O)C(=O)[O-] Anti-Pyroglutamate